(R,E)-N'-((4-chlorophenyl)sulfonyl)-3-(4-fluorophenyl)-N-(2-methyl-2-(sulfamoylamino)propyl)-4-phenyl-4,5-dihydro-1H-pyrazole-1-carboximidamide ClC1=CC=C(C=C1)S(=O)(=O)\N=C(/NCC(C)(NS(N)(=O)=O)C)\N1N=C([C@@H](C1)C1=CC=CC=C1)C1=CC=C(C=C1)F